CC1=NOC(=C1S(=O)(=O)OC1=CC2=C(C(/C(/O2)=C/C=2C=CC=C3C=CC=NC23)=O)C=C1)C (Z)-3-oxo-2-(quinolin-8-ylmethylene)-2,3-dihydrobenzofuran-6-yl 3,5-dimethylisoxazol-4-sulfonate